5-hydroxy-1,4-benzenedicarboxylic acid OC=1C(=CC=C(C1)C(=O)O)C(=O)O